ClC=1C(=C(C=CC1)C1(CN(CC1)C(C=C)=O)NC1=CC=C2C=CN(C(C2=C1)=O)C)C 7-((3-(3-chloro-2-methylphenyl)-1-(prop-2-enoyl)pyrrolidin-3-yl)amino)-2-methylisoquinolin-1-one